CS(=O)(=O)OCCCCC1=C(N=C(N1COCC[Si](C)(C)C)C(C1=CC(=C(C=C1)F)Cl)C1=CC(=C(C=C1)F)Cl)I 4-(2-(bis(3-chloro-4-fluorophenyl)methyl)-4-iodo-1-((2-(trimethylsilyl)ethoxy)methyl)-1H-imidazol-5-yl)butyl methanesulfonate